C(=O)O.ClC=1C=C2C(=CNC2=CC1)NC1=NC2=C(N1C)C=CC(=C2)C2CCOCC2 N-(5-Chloro-1H-indol-3-yl)-1-methyl-5-(tetrahydro-2H-pyran-4-yl)-1H-benzo[d]imidazole-2-amine formate